FC(C1(CC1)C1=NNC(=C1I)C(=O)OC)F Methyl 3-(1-(difluoromethyl)cyclopropyl)-4-iodo-1H-pyrazole-5-carboxylate